5-((tetrahydro-2H-pyran-4-yl)oxy)quinazolin-4-amine O1CCC(CC1)OC1=C2C(=NC=NC2=CC=C1)N